2-(3-ethyl-[1,2,4]triazolo[4,3-a]pyridin-6-yl)-N-(4-fluorophenyl)-6-(4-methylpiperazin-1-yl)imidazo[1,2-a]pyrazin-3-amine C(C)C1=NN=C2N1C=C(C=C2)C=2N=C1N(C=C(N=C1)N1CCN(CC1)C)C2NC2=CC=C(C=C2)F